[(1S,3R)-1-methyl-5-(1H-pyrazol-4-yl)-1,2,3,4-tetrahydroisoquinolin-3-yl]methanol C[C@@H]1N[C@H](CC2=C(C=CC=C12)C=1C=NNC1)CO